C(#N)C1=CC(=C(C=C1)N1CC(N(C2(CC(C2)C(=O)NC2CCC2)C1=O)CC1=CC=C(C=C1)C(F)(F)F)=O)F (2s,4s)-8-(4-cyano-2-fluorophenyl)-N-cyclobutyl-6,9-dioxo-5-(4-(trifluoromethyl)benzyl)-5,8-diazaspiro[3.5]nonane-2-carboxamide